FC=1C=2N(C=C(C1)C=1N=CC3=C(N1)C=CN(C3=O)[C@@H]3C[C@H](N(CC3)C(=O)OC(C)(C)C)C)C=C(N2)C tert-butyl (2R,4S)-4-[2-(8-fluoro-2-methyl-imidazo[1,2-a]pyridin-6-yl)-5-oxo-pyrido[4,3-d]pyrimidin-6-yl]-2-methyl-piperidine-1-carboxylate